FC1=NC(=CC=C1OC)C1(CCOCC1)F 2-fluoro-6-(4-fluorotetrahydro-2H-pyran-4-yl)-3-methoxypyridine